(1S,2R,3R,5R)-3-((S)-(4-chlorophenyl)(hydroxy)methyl)-5-((E)-3-fluoro-4-hydrazineylidene-4,7-dihydro-1H-pyrazolo[3,4-d]pyrimidin-1-yl)cyclopentane-1,2-diol ClC1=CC=C(C=C1)[C@H]([C@@H]1[C@H]([C@H]([C@@H](C1)N1N=C(C\2=C1NC=N/C2=N/N)F)O)O)O